1-((8-(oxetan-3-yl)imidazo[1,2-a]pyridin-2-yl)methyl)-1H-pyrazole-4-carboxylic acid sodium salt [Na+].O1CC(C1)C=1C=2N(C=CC1)C=C(N2)CN2N=CC(=C2)C(=O)[O-]